(±)-trans-1-(4-fluorophenyl)-3-[4-(4-methoxyphenyl)-2-oxopyrrolidin-3-yl]urea FC1=CC=C(C=C1)NC(=O)N[C@@H]1C(NC[C@H]1C1=CC=C(C=C1)OC)=O |r|